C1=CC=C2C(=C1)N=C3C=CC=C(C3=N2)C(=O)O phenazineCarboxylic Acid